(2S,4R)-5,5-dihydroxy-9-(1-D-serylazetidin-3-yl)oxy-6-oxa-5-boranuidatricyclo[5.4.0.02,4]undeca-1(11),7,9-triene-8-carboxylic acid O[B-]1([C@@H]2C[C@@H]2C2=CC=C(C(=C2O1)C(=O)O)OC1CN(C1)C([C@H](N)CO)=O)O